tert-butyl (3aS,7aR)-5-(1-benzyloxycarbonylindolin-4-yl)-3,3a,4,6,7,7a-hexahydro-2H-pyrrolo[3,2-c]pyridine-1-carboxylate C(C1=CC=CC=C1)OC(=O)N1CCC2=C(C=CC=C12)N1C[C@H]2[C@@H](CC1)N(CC2)C(=O)OC(C)(C)C